1,3-dioctadecyl-imidazolium bicarbonate C([O-])(O)=O.C(CCCCCCCCCCCCCCCCC)N1C=[N+](C=C1)CCCCCCCCCCCCCCCCCC